ClC1=CC=C(CN2C=3N(C(C(=C2)C(=O)OCC)=O)N=C(C3)C3CCOCC3)C=C1 ethyl 4-(4-chlorobenzyl)-7-oxo-2-(tetrahydro-2H-pyran-4-yl)-4,7-dihydropyrazolo[1,5-a]pyrimidine-6-carboxylate